FC1=C(C=C(C=C1)[I+]C1=C(C=C(C=C1OC)OC)OC)C(F)(F)F [4-fluoro-3-(trifluoromethyl)phenyl](2,4,6-trimethoxyphenyl)iodonium